C(C)(C)(C)OC(=O)N1N=CC2=CC(=CC(=C12)CBr)Br.C(CCCC)C1CCC(CC1)C1(CCCCC1)C1CCC(CC1)C1=C(C=CC=C1)C=1C=CC=C(C1)C=C1C(C=CC=C1N)N 5-[4-(4-n-pentylcyclohexylcyclohexyl)cyclohexylphenyl]phenylmethylene-1,3-diaminobenzene tert-Butyl-5-bromo-7-(bromomethyl)-1H-indazole-1-carboxylate